C(C)(C)(C)OC(=O)N1CC(C1)S(=O)(=O)C1=CC=C(C=C1)O 3-(4-hydroxyphenyl)sulfonylazetidine-1-carboxylic acid tert-butyl ester